ethyl 2-methyl-5-[[2-(trifluoromethyl)-3-pyridyl]methoxy]furo[2,3-c]pyridine-3-carboxylate CC1=C(C=2C(=CN=C(C2)OCC=2C(=NC=CC2)C(F)(F)F)O1)C(=O)OCC